FC=1C(=NC=C(C1)N1CCCCC1)C=1NC2=CC=CC=C2C1 2-(3-Fluoro-5-(piperidin-1-yl)pyridin-2-yl)-1H-indole